C1(CC1)C1=CNC=2N=C(N=C(C21)N[C@H]2CN(CC[C@H]2F)C(C=C)=O)NC=2C=NN(C2)C2CCN(CC2)C 1-((3S,4R)-3-((5-cyclopropyl-2-((1-(1-methylpiperidin-4-yl)-1H-pyrazol-4-yl)amino)-7H-pyrrolo[2,3-d]pyrimidin-4-yl)amino)-4-fluoropiperidin-1-yl)prop-2-en-1-one